7-bromo-6-chlorocinnolin-3-yl triflate O(S(=O)(=O)C(F)(F)F)C=1N=NC2=CC(=C(C=C2C1)Cl)Br